methyl (S)-2-(1-(3-fluoropropyl)-4-methylpiperidine-4-carboxamido)-9-(5,6,7,8-tetrahydro-1,8-naphthyridin-2-yl)nonanoate FCCCN1CCC(CC1)(C(=O)N[C@H](C(=O)OC)CCCCCCCC1=NC=2NCCCC2C=C1)C